BrC1=C(C=C(S1)C(C=C(C(F)(F)F)C1=CC(=C(C(=C1)Cl)Cl)Cl)=O)C 1-(5-bromo-4-methyl-2-thienyl)-4,4,4-trifluoro-3-(3,4,5-trichlorophenyl)but-2-en-1-one